(1,3-Diethoxy-1,3-dioxopropan-2-yl)-4,5-dimethoxybenzoic acid C(C)OC(C(C(=O)OCC)C1=C(C(=O)O)C=C(C(=C1)OC)OC)=O